BrC1=CN(C2=NC(=CC=C21)Cl)COCC[Si](C)(C)C 3-bromo-6-chloro-1-((2-(trimethylsilyl)ethoxy)methyl)-1H-pyrrolo[2,3-b]pyridine